ethylene monoisostearate C(CCCCCCCCCCCCCCC(C)C)(=O)O.C=C